(Sa)-N-[6-(5-chloro-1,3-benzoxazol-2-yl)spiro[3.3]heptan-2-yl]-2-methylsulfonyl-pyridine-4-carboxamide ClC=1C=CC2=C(N=C(O2)C2CC3(CC(C3)NC(=O)C3=CC(=NC=C3)S(=O)(=O)C)C2)C1